C(C)(C)(C)OC(=O)N1C[C@@H](CCC1)N1N=C(C=2C1=NC(=NC2N)Cl)I (R)-3-(4-amino-6-chloro-3-iodo-1H-pyrazolo[3,4-d]pyrimidin-1-yl)piperidine-1-carboxylic acid tert-butyl ester